ClC1=CC=C(S1)CNC1=CC(=NN1C(C(C)(C)C)=O)C1NCCN(C1)C(=O)N1C(COCC1)C 1-(5-{[(5-chlorothiophen-2-yl)methyl]amino}-3-[4-(3-methylmorpholine-4-carbonyl)piperazin-2-yl]-1H-pyrazol-1-yl)-2,2-dimethylpropan-1-one